CC=1C=2N(C=CC1)C=C(N2)C(=O)N 8-methylimidazo[1,2-a]pyridine-2-carboxamide